2-(imidazo[1,2-a]pyridin-6-yl)-5-methyl-4-((4-(4-(trifluoromethoxy)phenyl)piperidin-1-yl)methyl)oxazole N=1C=CN2C1C=CC(=C2)C=2OC(=C(N2)CN2CCC(CC2)C2=CC=C(C=C2)OC(F)(F)F)C